CC1(C2(C(CC1CC2)=O)CS(=O)(=O)O)C (7,7-dimethyl-2-oxobicyclo[2.2.1]heptan-1-yl)methanesulfonic acid